CN(C=1C=C(C(=O)O)C=CN1)C 2-(dimethylamino)isonicotinic acid